NC=1N=CC2=C(N1)N(C(C(=C2)C#C[Si](C(C)C)(C(C)C)C(C)C)=O)[C@H]2[C@](CCC2)(C)O 2-amino-8-((1R,2R)-2-hydroxy-2-methylcyclopentyl)-6-((triisopropylsilyl)ethynyl)pyrido[2,3-d]pyrimidin-7(8H)-one